The molecule is an oxo carboxylic acid that is jasmonic acid in which one of the hydrogens of the methyl group is replaced by a hydroxy group. It has a role as a plant metabolite. It is an oxo carboxylic acid, a member of cyclopentanones, a primary alcohol, an olefinic compound and a homoallylic alcohol. It derives from a jasmonic acid. It is a conjugate acid of a 12-hydroxyjasmonate. C1CC(=O)[C@@H]([C@H]1CC(=O)O)C/C=C\\CCO